C(C)(C)C1=C(C=CC=C1)C1=C(C(=CC=C1)C1=C(C=CC=C1)C(C)C)P 2,6-bis(2-isopropylphenyl)phenylphosphine